ClC=1C(=CC(=NC1)NC(C)=O)OC N-(5-chloro-4-methoxypyridin-2-yl)acetamide